C(C)(C)(C)NC1=C(C=C(C=C1)\N=C\C1C(OC(OC1=O)(C)C)=O)OC 5-[(1E)-{[4-(tert-butylamino)-3-methoxyphenyl]imino}methyl]-2,2-dimethyl-1,3-dioxane-4,6-dione